(R)-3-(3-fluoro-4-(6-(2-ethyl-2H-tetrazol-5-yl)pyridin-3-yl)phenyl)-5-(1-hydroxy-2-fluoroethyl)oxazolidin-2-one phosphate P(=O)(O)(O)O.FC=1C=C(C=CC1C=1C=NC(=CC1)C=1N=NN(N1)CC)N1C(O[C@H](C1)C(CF)O)=O